(R)-3-(3-(difluoromethoxy)phenyl)-1-isopropyl-N-(1-methoxy-2-methylpropan-2-yl)-4,5,6,7-tetrahydro-1H-indazole-6-carboxamide FC(OC=1C=C(C=CC1)C1=NN(C=2C[C@@H](CCC12)C(=O)NC(COC)(C)C)C(C)C)F